ClC=1C=C(C=CC1F)NC(N(CCCO)[C@H](C)C1=CN=C(C2=CC(=C(C=C12)F)F)OCC1=NN(C=N1)C(C1=CC=CC=C1)(C1=CC=CC=C1)C1=CC=CC=C1)=O |r| Racemic-3-(3-chloro-4-fluorophenyl)-1-(1-(6,7-difluoro-1-((1-trityl-1H-1,2,4-triazol-3-yl)methoxy)isoquinolin-4-yl)ethyl)-1-(3-hydroxypropyl)urea